2-bromo-5-fluoroThiophene-3-carbaldehyde BrC=1SC(=CC1C=O)F